CNC(=O)C1=NC(=CN=C1)N1CCC(CC1)C(F)(F)F N-methyl-6-(4-(trifluoromethyl)piperidin-1-yl)pyrazine-2-carboxamide